ClC1=CC(=C(C(=C1)OC)C1=NC=2C(=NC=C(N2)O[C@H]2CN(CC2)C(=O)OC(C)(C)C)N1C)F tert-butyl (3R)-3-[2-(4-chloro-2-fluoro-6-methoxy-phenyl)-1-methyl-imidazo[4,5-b]pyrazin-5-yl]oxypyrrolidine-1-carboxylate